6-chloro-1-(2,2-difluoroethyl)pyrrolo[2,3-b]pyridine ClC1=CC=C2C(=N1)N(C=C2)CC(F)F